C(C)C1=NC=CC(=C1)B1OC(C(O1)(C)C)(C)C 2-ethyl-4-(4,4,5,5-tetramethyl-1,3,2-dioxaborolan-2-yl)pyridine